4-oxo-4H,5H,6H,7H-pyrazolo[1,5-a]Pyridine-3-carbonitrile O=C1C=2N(CCC1)N=CC2C#N